(E)-4-(N-benzyl-4-(3,5-ditrifluoromethylanilino)-2-morpholinopyrimidine-5-carboxamido)-2-butene methyl-carbonate COC(O)=O.C(C1=CC=CC=C1)N(C(=O)C=1C(=NC(=NC1)N1CCOCC1)NC1=CC(=CC(=C1)C(F)(F)F)C(F)(F)F)C/C=C/C